(3-(2,2-Difluoroethyl)-7-methyl-4-oxo-4,7-dihydro-3H-pyrrolo[2,3-d]pyrimidin-5-yl)carbamic acid tert-butyl ester C(C)(C)(C)OC(NC1=CN(C=2N=CN(C(C21)=O)CC(F)F)C)=O